ClC1=CC=C(OC=2C=C3CC(C(C3=CC2)=O)C(=O)OC)C=C1 methyl 5-(4-chlorophenoxy)-1-oxo-2,3-dihydro-1H-indene-2-carboxylate